6-fluoro-7-(4-piperidyl)-2-tetrahydropyran-4-yl-3H-imidazo[4,5-b]pyridine FC=1C(=C2C(=NC1)NC(=N2)C2CCOCC2)C2CCNCC2